ClC=1C=C2C(=NC=NC2=CC1C1=C(C(=CC(=N1)N)C)F)N1CCNCC1 6-(6-chloro-4-piperazin-1-yl-quinazolin-7-yl)-5-fluoro-4-methyl-pyridin-2-amine